N-[2-(3-hydroxy-3-methyl-butyl)-7-methoxy-imidazo[1,2-a]pyridin-6-yl]-6-methoxy-pyridine-2-carboxamide OC(CCC=1N=C2N(C=C(C(=C2)OC)NC(=O)C2=NC(=CC=C2)OC)C1)(C)C